BrCC=1C=C(C=CC1)C1=CC=C(C=C1)C(=O)OC methyl 3'-bromomethyl-[1,1'-biphenyl]-4-carboxylate